C(C)(C)C1CC=2N(C3=CC=C(C=C3C2C(C1)=O)C)C1=NC=CC=N1 2-Isopropyl-6-methyl-9-(2-pyrimidinyl)-1,2,3,9-tetrahydrocarbazol-4-one